1-(trans-4-((3-(1-Cyclopropyl-1H-pyrazol-4-yl)phenyl)((trans-4-(4-methoxy-3-methylphenyl)cyclohexyl) methyl)carbamoyl)cyclohexyl) 3-methylazetidine-1,3-dicarboxylate CC1(CN(C1)C(=O)O[C@@H]1CC[C@H](CC1)C(N(C[C@@H]1CC[C@H](CC1)C1=CC(=C(C=C1)OC)C)C1=CC(=CC=C1)C=1C=NN(C1)C1CC1)=O)C(=O)[O-]